2,2-Dimethylpropyl-3-{[2-(4-chlorophenyl)-imidazo[1,2-a]pyrimidin-3-yl]methyl}-3,8-diazabicyclo[3.2.1]octan-8-carboxylat CC(COC(=O)N1C2CN(CC1CC2)CC2=C(N=C1N2C=CC=N1)C1=CC=C(C=C1)Cl)(C)C